diethyl malonat C(CC(=O)OCC)(=O)OCC